FC1=C(OC2=CC(=NC=N2)OC2=C(C=CC=C2)/C(/C(=O)OC)=C\OC)C=CC=C1 methyl (E)-2-[2-[6-(2-fluorophenoxy) pyrimidin-4-yloxy] phenyl]-3-methoxyacrylate